OCCNCCC=1C(=C(C=CC1)C=1C=2C=3C=CC=CC3NC(N(C2N=CC1C)CC)=O)N {2-[(2-hydroxyethyl)amino]ethyl(amino)phenyl}-8-ethyl-4-methyl-6,8,10-triazatricyclo[9.4.0.02,7]pentadeca-1(11),2(7),3,5,12,14-hexaen-9-one